CCCCOC1=CC(=C(C=C1)C2=NC(=NC(=N2)C3=C(C=C(C=C3)OCCCC)O)C4=C(C=C(C=C4)OCCCC)O)O 2,4,6-tri(4'-butoxy-2'-hydroxyphenyl)-triazine